methyl 5-methylhex-5-enoate CC(CCCC(=O)OC)=C